(R)-(5-methyl-1,3,4-thiadiazol-2-yl)(4-(4-methylpyrazolo[1,5-a]pyridin-2-yl)-1,4,6,7-tetrahydro-5H-imidazo[4,5-c]pyridin-5-yl)methanone CC1=NN=C(S1)C(=O)N1[C@H](C2=C(CC1)NC=N2)C2=NN1C(C(=CC=C1)C)=C2